[N+](=O)([O-])C=1C(=CC2=C(OCCO2)C1)C#N 7-nitro-2,3-dihydrobenzo[b][1,4]dioxin-6-carbonitrile